C1(CCCC1)N1[C@@H](C(N(C=2C=NC(=NC12)NC1=C(C=C(C(=O)NCCOCCOCCN(CC=CC(=O)O)C)C=C1)OC)C)=O)CC 4-[2-[2-[2-[[4-[[(7R)-8-cyclopentyl-7-ethyl-5-methyl-6-oxo-7H-pteridin-2-yl]amino]-3-methoxy-benzoyl]amino]ethoxy]ethoxy]ethyl-methyl-amino]but-2-enoic acid